[ClH2+].C(CCCCCCC)[N+]1=CC=CC=C1 N-octyl-pyridinium chloronium salt